5,6-difluoro-3-[5H,6H,7H,8H-pyrido[2,3-b]pyrazin-2-yl]-1H-indazole FC=1C=C2C(=NNC2=CC1F)C=1N=C2C(=NC1)NCCC2